C1(=CC=CC=C1)C1=C(C(=NN=N1)C1=C(C=CC=C1)C1=C([Se]C2=C1C=CC=C2)C2=C(C(=C(C=1C3=CC=CC=C3CC21)C2=CC=CC=C2)C)C)C2=CC=CC=C2 [(diphenyltriazinyl)phenyl](phenyldimethylfluorenyl)benzselenophene